CC(CC)C=1SC=CN1 2-but-2-yl-1,3-thiazole